Cl.ClC1=CC=C2C(=CNC2=C1)CC(=O)N1CC2C(C(C1)C(=O)N[C@H](C(=O)NC)CCCC1=CC=CC=C1)CNC2 5-(2-(6-chloro-1H-indol-3-yl)acetyl)-N-((S)-1-(methylamino)-1-oxo-5-phenylpentan-2-yl)octahydro-1H-pyrrolo[3,4-c]pyridine-7-carboxamide hydrochloride